5-dihydroxy-2,3-pentanedione CC(=O)C(=O)CC(O)O